The molecule is a tetracenomycin that is an intermediate in the biosynthesis of the antitumour drug mithramycin by Streptomyces argillaceus. It has a role as a bacterial metabolite. It is an aromatic ketone, a cyclic ketone, an enol, an enone, an ether, a polyphenol, a tetracenomycin and a disaccharide derivative. C[C@@H]1[C@@H]([C@@H](C[C@@H](O1)O[C@@H]2C[C@@H](O[C@@H]([C@H]2O)C)O[C@@]34[C@@H](CC5=CC6=CC(=CC(=C6C(=C5C3=O)O)O)O)[C@@H](C(=O)C(=C4O)C(=O)C)OC)O)O